N1(CCCCCC1)C=1C2=C(N=C(N1)S(=O)(=O)C)C(=C(N=C2)C2=CC(=CC1=CC=CC(=C21)CC)OCOC)F 4-(azepan-1-yl)-7-[8-ethyl-3-(methoxymethoxy)-1-naphthyl]-8-fluoro-2-methylsulfonyl-pyrido[4,3-d]pyrimidine